COC1=C(C=C(C=C1)OC)C1=CC(=NN1)CNC(C1=C(C=CC=C1)OC(F)(F)F)=O N-((5-(2,5-dimethoxyphenyl)-1H-pyrazol-3-yl)methyl)-2-(trifluoromethoxy)benzamide